C(C)(C)(C)OC(=O)NCCC#CC(=O)O 5-(tert-butoxycarbonylamino)pent-2-ynoic acid